ClC=1C(=NC(=NC1)NC1CCOCC1)C1=CC=C2CN(C(C2=C1)=O)CC(=O)NC(C)C=1C=NC=CC1 2-(6-{5-chloro-2-[(oxan-4-yl)amino]pyrimidin-4-yl}-1-oxo-2,3-dihydro-1H-isoindol-2-yl)-N-[1-(pyridin-3-yl)ethyl]acetamide